O1C(OCC1)C1=CC(=NC=C1)C1=C2CCN(C2=CC=C1)C(=O)OC(C)(C)C tert-butyl 4-[4-(1,3-dioxolan-2-yl)pyridin-2-yl]-2,3-dihydroindole-1-carboxylate